FC(C1=NN=C(O1)C=1C=CC(=NC1)CN1N=NC(=C1)C1=C2CN(CC2=CC=C1)C(=O)OC(C)(C)C)F tert-butyl 4-(1-((5-(5-(difluoromethyl)-1,3,4-oxadiazol-2-yl)pyridin-2-yl)methyl)-1H-1,2,3-triazol-4-yl)isoindolin-2-carboxylate